FC(C=1C=C(C=CC1)CC=1C=2N(C=CC1)N=CC2C(=O)NC2CC1(C2)CC(C1)C(=O)OCC)(F)F ethyl 2-[[4-[[3-(trifluoromethyl)phenyl]methyl]pyrazolo[1,5-a]pyridine-3-carbonyl]amino]spiro[3.3]heptane-6-carboxylate